6-(5-(((1r,2s,3s,5s)-2-fluoro-8-azabicyclo[3.2.1]oct-3-yl)oxy)pyrazin-2-yl)isoquinolin-7-ol F[C@H]1[C@H]2CC[C@@H](C[C@@H]1OC=1N=CC(=NC1)C=1C=C3C=CN=CC3=CC1O)N2